C(#N)C=1C=CC(=C2C=CC=NC12)N1C[C@@]2(C[C@@]2(C1)C(F)(F)F)C=1N=NN(C1)C1CCN(CC1)C(=O)OC(C)(C)C tert-butyl 4-(4-((1S,5R)-3-(8-cyanoquinolin-5-yl)-5-(trifluoromethyl)-3-azabicyclo[3.1.0]hexan-1-yl)-1H-1,2,3-triazol-1-yl)piperidine-1-carboxylate